C(CCCCCCCCCCC=CCC=CCCCCCC)(=O)O 12,15-Docosadienoic acid